NC=1C=CC=2C(C3=CC=C(C=C3OC2C1)N)(C1=CC=CC=C1)C(F)(F)F 3,6-diamino-9-trifluoromethyl-9-phenylxanthene